BrC1=CNC2=NC=C(C=C21)C(C)O (3-bromo-1H-pyrrolo[2,3-b]pyridin-5-yl)ethanol